OC1=C(C=C(CNC(C=C)=O)C=C1)OC N-(4-hydroxy-3-methoxybenzyl)acrylamide